C(C)(C)(C)OC(=O)N1C[C@H](N(CC1)C(C1=CC=C(C=C1)F)C1=CC=C(C=C1)F)C (R)-4-(bis(4-fluorophenyl)methyl)-3-methylpiperazine-1-carboxylic acid tert-butyl ester